N1N=NN=C1COC1=CC=C(CCNC(\C=C\C2=CC(=C(C=C2)O)O)=O)C=C1 (E)-N-(4-((1H-tetrazol-5-yl)methoxy)phenethyl)-3-(3,4-dihydroxyphenyl)acrylamide